ClC=1C=C(C=C(C1OC)N[C@@H](C)C1CCNCC1)C1=NNC(O1)=O 5-(3-Chloro-4-methoxy-5-{[(1S)-1-(piperidin-4-yl)ethyl]amino}phenyl)-1,3,4-oxadiazol-2(3H)-one